3,3-diethyl-2-butylamine C(C)C(C(C)N)(C)CC